rac-N-({4-amino-3-methyl-1H,3H-furo[3,4-c]quinolin-7-yl}methyl)-6-cyclopropoxy-N-(4-fluoro-2-methanesulfonylphenyl)pyridine-3-carboxamide NC1=NC=2C=C(C=CC2C2=C1[C@H](OC2)C)CN(C(=O)C=2C=NC(=CC2)OC2CC2)C2=C(C=C(C=C2)F)S(=O)(=O)C |r|